4-(1-methoxy-6-((5-methoxy-7-methyl-1H-indol-4-yl)methyl)-6-azaspiro[2.5]octan-5-yl)benzoic acid COC1CC12CC(N(CC2)CC2=C1C=CNC1=C(C=C2OC)C)C2=CC=C(C(=O)O)C=C2